C(C1=CC=CC=C1)N1N=CC(=C1)S(=O)O[Na] (1-benzylpyrazol-4-yl)sulfinyloxysodium